(S)-3-(5-(1-methyl-4-((4-(trifluoromethyl)phenyl)amino)-1H-pyrazol-3-yl)-1,3,4-oxadiazol-2-yl)-3-vinylpyrrolidin-2-one CN1N=C(C(=C1)NC1=CC=C(C=C1)C(F)(F)F)C1=NN=C(O1)[C@@]1(C(NCC1)=O)C=C